C(C)(C)(C)C1=NOC(=N1)C(=O)NCC1=C(C=C(C=C1)C1=C2C(=NC=C1)NC(=N2)C=2C=NN(C2)C(C)C)[N+](=O)[O-] 3-(tert-Butyl)-N-(4-(2-(1-isopropyl-1H-pyrazol-4-yl)-3H-imidazo[4,5-b]pyridin-7-yl)-2-nitrobenzyl)-1,2,4-oxadiazole-5-carboxamide